(R)-2-bromo-N-(6-(cyclopropylmethoxy)pyridazin-3-yl)propionamide Br[C@@H](C(=O)NC=1N=NC(=CC1)OCC1CC1)C